[Xe].[He] helium xenon